O=C1NC(CCC1N1C(C2=CC=CC(=C2C1=O)NCCOCCC(=O)O)=O)=O 3-(2-((2-(2,6-Dioxopiperidin-3-yl)-1,3-dioxoisoindolin-4-yl)amino)ethoxy)propanoic acid